FC=1C=CC=2N(C1)N=CC2C(=O)NC2=C(C=C(C(=C2)NC(=O)C2=NC=C(C=C2)F)F)C 6-fluoro-N-[4-fluoro-5-[(5-fluoropyridine-2-carbonyl)amino]-2-methylphenyl]pyrazolo[1,5-a]pyridine-3-carboxamide